C1(CC1)N1CCN(CC1)C1CCN(CC1)C1=C(C=C(C(=C1)OC)NC1=NC=NC(=C1)N1OCC[C@@H]1C1=C(C=CC(=C1)F)F)NC(C=C)=O N-(2-(4-(4-cyclopropylpiperazine-1-yl)piperidine-1-yl)-5-((6-((R)-3-(2,5-difluorophenyl)-isoxazolidine-2-yl)pyrimidine-4-yl)amino)-4-methoxyphenyl)acrylamide